Cholest-5-en-3-yl {6-[4-{[tris(4-methoxyphenyl)methoxy]methyl}-4-(hydroxymethyl)piperidin-1-yl]-6-oxohexyl}carbamate COC1=CC=C(C=C1)C(OCC1(CCN(CC1)C(CCCCCNC(OC1CC2=CC[C@H]3[C@@H]4CC[C@H]([C@@H](CCCC(C)C)C)[C@]4(CC[C@@H]3[C@]2(CC1)C)C)=O)=O)CO)(C1=CC=C(C=C1)OC)C1=CC=C(C=C1)OC